(S)-2-amino-4-((2-(dimethylamino)-2-oxoethyl)(4-(5,6,7,8-tetrahydro-1,8-naphthyridin-2-yl)Butyl)amino)butanoic acid N[C@H](C(=O)O)CCN(CCCCC1=NC=2NCCCC2C=C1)CC(=O)N(C)C